C1(CC1)C=1C(=C(C=C(C1)OC(C)C)N1CCN(CC1)CC=1SC2=C(N1)C=CC=C2)C=2N=NNN2 2-[[4-[3-cyclopropyl-5-isopropoxy-2-(2H-tetrazol-5-yl)phenyl]piperazin-1-yl]methyl]-1,3-benzothiazole